(E)-3-(benzofuran-2-yl)-1-(2,4-dihydroxy-6-Methoxy-3-(3-methylbut-2-en-1-yl)phenyl)prop-2-en-1-one O1C(=CC2=C1C=CC=C2)/C=C/C(=O)C2=C(C(=C(C=C2OC)O)CC=C(C)C)O